C[SiH](C)[Zr](C1(C(=C(C=C1)C)C)C)C1(C(=C(C(=C1)C)C)C)C dimethylsilyl(1,2,3,4-tetramethylcyclopentadienyl)(1,2,3-trimethyl-cyclopentadienyl)zirconium